C(C)(C)(C)C1=CC=C(C=C1)NC1CCC(CC1)C(=O)O 4-((4-(tert-butyl)phenyl)amino)cyclohexane-1-carboxylic acid